3-(4,5-dimethylazol-2-yl)-5-(3-carboxyphenyl)-2-(4-sulfophenyl)-2H-tetrazolium CC=1C=C(NC1C)N1N([NH2+]C(=N1)C1=CC(=CC=C1)C(=O)O)C1=CC=C(C=C1)S(=O)(=O)O